1-amino-2-(3-methoxy-2,6-dimethylphenyl)-4-methyl-7-(1-methyl-1H-pyrazol-4-yl)-2,8-dihydro-9H-2,3,5,8-tetraazabenzo[cd]azulene-9-one NC=1N(C2=C3C(C=C(NC(C13)=O)C=1C=NN(C1)C)=NC(=N2)C)C2=C(C(=CC=C2C)OC)C